(4-bromo-3-methoxyphenyl)acetic acid ethyl ester C(C)OC(CC1=CC(=C(C=C1)Br)OC)=O